6-(2-aminoethyl)amino-2,4-bis(triethoxysilylhexyl)amino-1,3,5-triazine NCCNC1=NC(=NC(=N1)NCCCCCC[Si](OCC)(OCC)OCC)NCCCCCC[Si](OCC)(OCC)OCC